5-(pentane-3-yloxy)7-oxa-bicyclo[4.1.0]hept-3-ene-3-carboxylic acid ethyl ester C(C)OC(=O)C=1CC2OC2C(C1)OC(CC)CC